N-(1-cyclohexenyl)amine C1(=CCCCC1)N